O=S1(C2=C(CC1)C=C(C=C2)NC=2N=CC1=C(N2)N(C(C(=C1)C#C)=O)[C@H]1[C@](CCC1)(C)O)=O 2-((1,1-dioxo-2,3-dihydrobenzo[b]thiophen-5-yl)amino)-6-ethynyl-8-((1R,2R)-2-hydroxy-2-methylcyclopentyl)pyrido[2,3-d]pyrimidin-7(8H)-one